3-((4-(3-((hexahydropyrrolo[3,4-c]pyrrol-2(1H)-yl)methyl)azetidin-1-yl)phenyl)amino)piperidine-2,6-dione C1N(CC2C1CNC2)CC2CN(C2)C2=CC=C(C=C2)NC2C(NC(CC2)=O)=O